2,9-dibromo-8-chloro-7-(2,6-difluorophenyl)-5H-pyrimido[1,2-a][1,4]benzodiazepin-3-one BrC=1C(N=C2N(C3=C(C(=NC2)C2=C(C=CC=C2F)F)C(=C(C=C3)Br)Cl)C1)=O